(S)-4-(4-acryloyl-2-methylpiperazin-1-yl)-7-(3-chloropyridin-2-yl)-6-fluoro-1-(2-isopropyl-6-(methylsulfonyl)phenyl)pyridino[2,3-d]pyrimidin-2(1H)-one C(C=C)(=O)N1C[C@@H](N(CC1)C=1C2=C(N(C(N1)=O)C1=C(C=CC=C1S(=O)(=O)C)C(C)C)N=C(C(=C2)F)C2=NC=CC=C2Cl)C